ClC=1C=C(OC=2C=C(C=CC2)B(O)O)C=CC1Cl 3-(3,4-dichlorophenoxy)phenylboronic acid